N-(8-amino-6-chloro-2,7-naphthyridin-3-yl)-2-hydroxy-2-methyl-propionamide NC=1N=C(C=C2C=C(N=CC12)NC(C(C)(C)O)=O)Cl